N,N'-bis(1-naphthalenyl)-N,N'-bisphenyl-(1,1'-biphenyl)-4,4'-diamine C1(=CC=CC2=CC=CC=C12)N(C1=CC=C(C=C1)C1=CC=C(C=C1)N(C1=CC=CC=C1)C1=CC=CC2=CC=CC=C12)C1=CC=CC=C1